2-fluoro-N-(6-(5-methyl-1H-benzo[d]imidazol-6-yl)imidazo[1,2-a]pyridin-2-yl)cyclopropanecarboxamide FC1C(C1)C(=O)NC=1N=C2N(C=C(C=C2)C=2C(=CC3=C(NC=N3)C2)C)C1